4-phenyl-3-hydroxy-2-butanone C1(=CC=CC=C1)CC(C(C)=O)O